F[P-](F)(F)(F)(F)F.C(C)(C)(C)[NH3+] tertbutyl-ammonium hexafluorophosphate